ClC=1N(C(=CN1)C1=CN(C2=NC=CC(=C21)OC2=C(C=C(C=C2F)NC(=O)NCC2(COC2)F)F)COCC[Si](C)(C)C)C N-(4-{[3-(2-chloro-1-methyl-1H-imidazol-5-yl)-1-{[2-(trimethylsilyl)ethoxy]methyl}-1H-pyrrolo[2,3-b]pyridin-4-yl]oxy}-3,5-difluorophenyl)-N'-[(3-fluorooxetan-3-yl)methyl]urea